Alpha-phenyl-cinnamic acid C1(=CC=CC=C1)C(C(=O)O)=CC1=CC=CC=C1